ClC1=C(C=CC(=C1)C(F)(F)F)NC(CN1C=2N(C(C(=C1CC)N1CCN(CC1)C(C1=NC=CC=C1O)=O)=O)N=C(N2)C2=CC1(C2)CCC1)=O N-(2-chloro-4-(trifluoromethyl)phenyl)-2-(5-ethyl-6-(4-(3-hydroxypicolinoyl)piperazin-1-yl)-7-oxo-2-(spiro[3.3]hept-1-en-2-yl)-[1,2,4]triazolo[1,5-a]pyrimidin-4(7H)-yl)acetamide